3-{2-fluoro-4-[2-(methylamino)ethyl]phenoxylpropyl}-1,3-thiazole-4-carboxylic acid FC1=C(OCCCN2CSC=C2C(=O)O)C=CC(=C1)CCNC